(5-(3,5-difluorophenyl)-4,5-dihydro-1H-pyrazol-1-yl)(1-(4-(2-fluoro-5-(3-hydroxypropoxy)phenyl)pyridin-2-yl)piperidin-4-yl)methanone FC=1C=C(C=C(C1)F)C1CC=NN1C(=O)C1CCN(CC1)C1=NC=CC(=C1)C1=C(C=CC(=C1)OCCCO)F